3,4-diamino-2-nitro-5-methylphenol NC=1C(=C(C=C(C1N)C)O)[N+](=O)[O-]